4-Bromo-3-methoxy-2-nitrophenol BrC1=C(C(=C(C=C1)O)[N+](=O)[O-])OC